(R,Z)-5-(8-(2-Fluoroprop-1-en-1-yl)dibenzo[b,d]thiophen-2-yl)-3-imino-2,2,5-trimethylthiomorpholine 1,1-dioxide FC(=CC=1C=CC2=C(C3=C(S2)C=CC(=C3)[C@@]3(CS(C(/C(/N3)=N/[H])(C)C)(=O)=O)C)C1)C